methyl 2-((tert-butoxycarbonyl) amino)-7-((2'-chloro-3'-fluoro-[1,1'-biphenyl]-2-yl) oxy)-1,2,3,4-tetrahydronaphthalene-2-carboxylate C(C)(C)(C)OC(=O)NC1(CC2=CC(=CC=C2CC1)OC1=C(C=CC=C1)C1=C(C(=CC=C1)F)Cl)C(=O)OC